C(C)[C@H]1C[C@@H]2[C@@H]3[C@@H](OC4=C3C=CC=C4OC)[C@H]1C2 (1S,3S,4S,4aS,9bS)-3-Ethyl-6-Methoxy-1,2,3,4,4a,9b-Hexahydro-1,4-methanodibenzo[b,d]furan